C(C)(=O)[O-].O.[OH-].[Al+2] aluminum hydroxide hydrate acetate